(E)-2-(4,8-Dimethylnon-3,7-dien-1-yl)-2-vinyloxirane C\C(=C/CCC1(OC1)C=C)\CCC=C(C)C